BrC1=C(C=C(C=C1)C(F)(F)F)[C@@H]1CN(CCN1)C1=NC(=NC(=C1)C(C)C)N |r| (R/S)-4-(3-(2-bromo-5-(trifluoromethyl)phenyl)piperazin-1-yl)-6-isopropylpyrimidin-2-amine